3-(((5-cyanopyrazin-2-yl)oxy)-methyl)-N-(1-(2,5-difluoro-phenyl)ethyl)-N-methyl-bicyclo[1.1.1]pentane-1-carboxamide C(#N)C=1N=CC(=NC1)OCC12CC(C1)(C2)C(=O)N(C)C(C)C2=C(C=CC(=C2)F)F